C1(CC1)C1=NC(=NC=C1C(F)(F)F)NC=1C(=NN(C1)C1CCC(N(C1)C)=O)C 5-(4-((4-cyclopropyl-5-(trifluoromethyl)pyrimidin-2-yl)amino)-3-methyl-1H-pyrazol-1-yl)-1-methylpiperidin-2-one